2-{6-[1-(oxazolidin-4-yl)azetidin-3-yl]pyridazin-3-yl}phenol O1CNC(C1)N1CC(C1)C1=CC=C(N=N1)C1=C(C=CC=C1)O